(5-(((3R,5R)-5-hydroxypiperidin-3-yl)oxy)-1-oxoisoindolin-2-yl)piperidine-2,6-dione O[C@@H]1C[C@H](CNC1)OC=1C=C2CN(C(C2=CC1)=O)N1C(CCCC1=O)=O